C1(=CC=CC=C1)C1=C(C(=C(C=C1)C=1[Se]C2=C(C1C1=C(C(=CC=3C4=CC=CC=C4CC13)C)C)C(=CC=C2)C2=CC=CC=C2)C2=NN=NC=C2)C2=CC=CC=C2 diphenyltriazinyl[phenyl(dimethylfluorenyl)benzoselenophenyl]benzene